NC([C@H](C[C@H]1C(NCC1)=O)NC(=O)C1N(CC2(C1)CCOCC2)C(=O)C=2NC1=CC=CC(=C1C2)OC)=O N-[(1S)-2-amino-2-oxo-1-[[(3S)-2-oxopyrrolidin-3-yl]methyl]ethyl]-2-(4-methoxy-1H-indole-2-carbonyl)-8-oxa-2-azaspiro[4.5]decane-3-carboxamide